2-chloro-3-amino-1,4-naphthoquinone ClC=1C(C2=CC=CC=C2C(C1N)=O)=O